COC(=O)C1(C(C2=C(C=CC(=C2C1)F)F)O)O 4,7-difluoro-1,2-dihydroxy-indan-2-carboxylic acid methyl ester